CN1C=C(C2=CC(=CC=C12)C)C=1C2=C(N=C(N1)NC=1C=CC(=C(C1)NC(C)=O)N(C)CCN(C)C)NC=C2 N-(5-((4-(1,5-dimethyl-1H-indol-3-yl)-7H-pyrrolo[2,3-d]pyrimidin-2-yl)amino)-2-((2-(dimethylamino)ethyl)(methyl)amino)phenyl)acetamide